ClC1=CC=C(C(=N1)N1N=C(C=C1OC)C(F)F)C(C)=O 1-[6-chloro-2-[3-(difluoromethyl)-5-methoxy-pyrazol-1-yl]-3-pyridyl]ethanone